α-Methylalanine CC(N)(C)C(=O)O